C1(CC1)C1=C(C#N)C(=CC=C1)OC1CN(C1)C(=O)N1CC2(C1)CC(C2)N2N=C(N=C2)C2CC2 2-cyclopropyl-6-((1-(6-(3-cyclopropyl-1H-1,2,4-triazol-1-yl)-2-azaspiro[3.3]heptane-2-carbonyl)azetidin-3-yl)oxy)benzonitrile